FC=1C=CC(=NC1)C1=NN2C(COC(C2)(C)C)=C1C1=C2C(=NC=C1)C=CN2 2-(5-Fluoropyridin-2-yl)-6,6-dimethyl-3-(1H-pyrrolo[3,2-b]pyridin-7-yl)-6,7-dihydro-4H-pyrazolo[5,1-c][1,4]oxazine